6-((3-methyl-1,4-dioxo-1,4-dihydronaphthalen-2-yl)methyl)nicotinonitrile CC1=C(C(C2=CC=CC=C2C1=O)=O)CC1=NC=C(C#N)C=C1